methyl 5-amino-2-((1S,4r)-4-((S)-4-(tert-butoxycarbonyl)-2-(methoxymethyl) piperazin-1-yl) cyclohexyl)-2H-indazole-6-carboxylate NC1=CC2=CN(N=C2C=C1C(=O)OC)C1CCC(CC1)N1[C@@H](CN(CC1)C(=O)OC(C)(C)C)COC